[2-[3,5-dichloro-4-[(4-isopropyl-2-oxo 1H-quinolin-6-yl)oxy]phenyl]-3,5-dioxo-1,2,4-triazin-6-yl]carbamate ClC=1C=C(C=C(C1OC=1C=C2C(=CC(NC2=CC1)=O)C(C)C)Cl)N1N=C(C(NC1=O)=O)NC([O-])=O